BrC(C(=O)O)(C)C α-bromo-isobutyric acid